F[P-](F)(F)(F)(F)F.[Li+].[Li+].F[P-](F)(F)(F)(F)F lithium Lithium hexafluorophosphate salt